6-[3-methyl-1-(2,2,2-trifluoroethyl)-1H-pyrazolo[3,4-b]pyrazin-6-yl]-2-[2-methyl-6-(trifluoromethyl)pyrimidin-4-yl]-2,6-diazaspiro[3.4]octane CC1=NN(C2=NC(=CN=C21)N2CC1(CN(C1)C1=NC(=NC(=C1)C(F)(F)F)C)CC2)CC(F)(F)F